O1C(=NCC1)CCCCC=1OCCN1 1,4-di(2-oxazolinyl)butane